4-(4-methoxy-2-nitrophenyl)-N-(4-nitrophenyl)piperazine-1-thiocarboxamide COC1=CC(=C(C=C1)N1CCN(CC1)C(NC1=CC=C(C=C1)[N+](=O)[O-])=S)[N+](=O)[O-]